BrC=1N=C(SC1)/C=C/C(=O)OCC Ethyl (E)-3-(4-bromothiazol-2-yl)acrylate